C1([C@H](O)[C@@H](O)[C@H](O[C@H]2[C@H](O)[C@@H](O)[C@@H](O)[C@H](O2)CO)[C@H](O1)CO)F lactosyl fluoride